ClC1=C(C=C2C(=C(C=NC2=C1)C(=O)N)N1C=NC=C1)OC 7-chloro-4-(1H-imidazol-1-yl)-6-methoxyquinoline-3-carboxamide